[N+](=O)([O-])C1=C(C=CC(=C1)[N+](=O)[O-])S(=O)(=O)[O-] 2,4-dinitrophenyl-sulfonate